4-ethyl-2-methyl-hex-2-enal C(C)C(C=C(C=O)C)CC